C1(CC(C(CC1)C(C)C)C1=CC=C(C=C1)C1=CC=C(C=C1)C1CC(CCC1C(C)C)C)C 4,4'-bis(menthyl)biphenyl